C(CCC)N(CCCC)C[Si](OC)(OC)OC N,N-di-n-butyl-aminomethyl-trimethoxysilane